tert-butyl N-[1-[4-(3-aminopyrazol-1-yl)phenyl]-1-methyl-ethyl]-N-methyl-carbamate NC1=NN(C=C1)C1=CC=C(C=C1)C(C)(C)N(C(OC(C)(C)C)=O)C